[4-[4-[[(3S)-2,6-dioxo-3-piperidyl]amino]-2-fluoro-phenyl]-1-piperidyl]acetic acid O=C1NC(CC[C@@H]1NC1=CC(=C(C=C1)C1CCN(CC1)CC(=O)O)F)=O